6-carboxynaphthaline C(=O)(O)C=1C=C2C=CC=CC2=CC1